N=1NC2=C3C(=CC=CC13)C(NCC2)=O 2,3,4,5-tetrahydro-6H-azepino[5,4,3-cd]indazol-6-one